di(1-naphthyl)silanolate C1(=CC=CC2=CC=CC=C12)[SiH]([O-])C1=CC=CC2=CC=CC=C12